(R,E)-3-((3-(1-(2-(4-(azetidin-1-yl)-N-methylbut-2-enamido)acetamido)propan-2-yl)phenyl)amino)-5,6-diethylpyrazine-2-carboxamide N1(CCC1)C/C=C/C(=O)N(C)CC(=O)NC[C@H](C)C=1C=C(C=CC1)NC=1C(=NC(=C(N1)CC)CC)C(=O)N